2-[4-[(3S)-3-(5-cyano-3-pyridinyl)isoxazolidine-2-carbonyl]-1-piperidinyl]pyrimidine-4-carboxylic acid C(#N)C=1C=C(C=NC1)[C@H]1N(OCC1)C(=O)C1CCN(CC1)C1=NC=CC(=N1)C(=O)O